((6-acetyl-4,5,6,7-tetrahydrofuro[2,3-c]pyridin-2-yl)sulfonyl)((1,2,3,5,6,7-hexahydro-s-indacen-4-yl)carbamoyl)amine sodium salt [Na].C(C)(=O)N1CC2=C(CC1)C=C(O2)S(=O)(=O)NC(NC2=C1CCCC1=CC=1CCCC21)=O